C(C)C(CC)C1=C(C(=CC=C1)C(CC)CC)N1CN(C(=C1Cl)Cl)C1=C(C=CC=C1C(CC)CC)C(CC)CC [1,3-bis[2,6-bis(1-ethylpropyl)phenyl]]-4,5-dichloro-1,3-dihydro-2H-imidazole